FC1=C(C=CC(=C1)F)S(=O)(=O)NC=1C(=NC=C(C1)C1=CC=C2C(=CN=C(C2=C1)N1CCN(CC1)C(\C=C\C(C)=O)=O)F)OC (E)-2,4-difluoro-N-(5-(4-fluoro-1-(4-(4-oxopent-2-enoyl)piperazin-1-yl)isoquinolin-7-yl)-2-methoxypyridin-3-yl)benzenesulfonamide